C(C)(C)(C)OC(=O)NCCCCCC[C@@H](C(=O)OC)O[Si](C)(C)C(C)(C)C Methyl (S)-8-((tert-butoxycarbonyl)amino)-2-((tert-butyldimethylsilyl)oxy)octanoate